C(N)(OC(C[C@@H]1[C@@H](CCCC1)NC=1N=NC(=C2C1COCC2)Cl)(C)C)=O {(1R,2R)-2-[(1-chloro-7,8-dihydro-5H-pyrano[3,4-d]pyridazin-4-yl)amino]cyclohexyl}tert-butyl carbamate